N-(1-methyl-4-oxo-1,4-dihydropyrimidin-2-yl)acetamide CN1C(=NC(C=C1)=O)NC(C)=O